NC=C(C#N)C=1C2=C(N=CN1)N(C=C2)COCC[Si](C)(C)C 3-amino-2-(7-{[2-(trimethylsilyl)ethoxy]methyl}-7H-pyrrolo[2,3-d]pyrimidin-4-yl)acrylonitrile